6-(cyclopropanecarboxamido)-N-(methyl-d3)-4-((5-methyl-1-((2-(trimethylsilyl)ethoxy)methyl)-4,5-dihydro-1H-pyrazolo[4,3-c]quinolin-6-yl)amino)nicotinamide C1(CC1)C(=O)NC1=NC=C(C(=O)NC([2H])([2H])[2H])C(=C1)NC1=CC=CC=2C3=C(CN(C12)C)C=NN3COCC[Si](C)(C)C